2-(((1r,4r)-4-((3,3-dim-tolylureido)methyl)cyclohexyl)methoxy)acetic acid C1(=CC(=CC=C1)N(C(NCC1CCC(CC1)COCC(=O)O)=O)C=1C=C(C=CC1)C)C